4-((S)-7-(((S)-5-(ethoxycarbonyl)-6-(4-fluoro-2-methylphenyl)-2-(thiazole-2-yl)-3,6-dihydropyrimidin-4-yl)methyl)-3-oxohexahydroimidazo[1,5-a]pyrazin-2(3H)-yl)bicyclo[2.2.1]heptane C(C)OC(=O)C1=C(NC(=N[C@H]1C1=C(C=C(C=C1)F)C)C=1SC=CN1)CN1C[C@@H]2N(CC1)C(N(C2)C21CCC(CC2)C1)=O